3-(5-(3-fluoro-4-((3-(2-hydroxypropan-2-yl)azetidin-1-yl)methyl)pyridin-2-yl)-1-oxoisoindolin-2-yl)piperidine-2,6-dione FC=1C(=NC=CC1CN1CC(C1)C(C)(C)O)C=1C=C2CN(C(C2=CC1)=O)C1C(NC(CC1)=O)=O